hexaanimine manganese [Mn].C(CCCCC)=N